C(C)NC(=O)N1CC2=C(N=C(N=C2)NC2(CC(=CC=C2)C)C)CC1 N-Ethyl-M-methyl-2-(m-tolylamino)-7,8-dihydropyrido[4,3-d]pyrimidine-6(5H)-carboxamide